tetrahydroquinoline-imine N1C(CCC2CC=CC=C12)=N